COC1=CC(=NN1)N1N=CC=2C1=NC=CN2 N-(5-methoxy-1H-pyrazol-3-yl)-1H-pyrazolo[3,4-b]pyrazin